C(C)(C)OC=1C=C(CN2CCN(CC2)CC2=CC(=C(OC(C(=O)OCC)(C)C)C(=C2)C)C)C=CC1C(F)(F)F Ethyl 2-(4-((4-(3-isopropoxy-4-(trifluoromethyl)benzyl)piperazin-1-yl)methyl)-2,6-dimethylphenoxy)-2-methylpropanoate